methyl (R)-2-amino-3-(6,7-dimethylthieno[3,2-b]pyridine-2-carboxamido)propanoate N[C@@H](C(=O)OC)CNC(=O)C1=CC2=NC=C(C(=C2S1)C)C